C1CC2C3C(C[S+]2C1)N(C(=O)N3CC4=CC=CC=C4)CC5=CC=CC=C5 The molecule is a complex heterocyclic sulfonium compound with an imidazolium core, used to treat hypertension. It has a role as a vasodilator agent, an antihypertensive agent, an anaesthesia adjuvant and a nicotinic antagonist.